(R)-1-(4-(trifluoromethyl)phenyl)ethyl 4-(6-(1-methyl-1H-pyrazol-4-yl)pyrazolo[1,5-a]pyrimidin-3-yl)piperazine-1-carboxylate CN1N=CC(=C1)C=1C=NC=2N(C1)N=CC2N2CCN(CC2)C(=O)O[C@H](C)C2=CC=C(C=C2)C(F)(F)F